6-[1-[1-[1-(1-methylcyclobutanecarbonyl)-4-piperidyl]pyrazol-4-yl]ethyl]-1H-benzo[cd]indol-2-one CC1(CCC1)C(=O)N1CCC(CC1)N1N=CC(=C1)C(C)C=1C=2C3=C(C(NC3=CC1)=O)C=CC2